(6-Chloropyrimidin-4-yl)(4-(3,4-dihydro-isoquinolin-2(1H)-yl)piperidin-1-yl)methanone ClC1=CC(=NC=N1)C(=O)N1CCC(CC1)N1CC2=CC=CC=C2CC1